N=1C=NN2C1C=CC(=C2)C2=C(N=C1N2CCN1C(C)=O)C1=NC(=CC=C1)Cl 1-(5-([1,2,4]Triazolo[1,5-a]pyridin-6-yl)-6-(6-chloropyridin-2-yl)-2,3-dihydro-1H-imidazo[1,2-a]imidazol-1-yl)ethan-1-one